5-[(4R,10bS)-8-(azetidin-3-ylamino)-4-methyl-3,4,6,10b-tetrahydro-1H-pyrazino[2,1-a]isoindol-2-yl]quinoline-8-carbonitrile N1CC(C1)NC=1C=C2CN3[C@@H](C2=CC1)CN(C[C@H]3C)C3=C1C=CC=NC1=C(C=C3)C#N